6-(2,6-dichloro-4-nitro-phenoxy)-1,4-dihydro-3,1-benzoxazine-2-one ClC1=C(OC=2C=CC3=C(COC(N3)=O)C2)C(=CC(=C1)[N+](=O)[O-])Cl